BrC1=CC=C(C(=N1)N1C[C@H](O[C@H](C1)C)C)[N+](=O)[O-] (cis)-4-(6-bromo-3-nitropyridin-2-yl)-2,6-dimethylmorpholine